C(CCCCC(=O)OCC(COC(CCCCC(=O)OCC\C=C/CCCCC)=O)(CO)COC(CC12CC(C1)(C2)F)=O)(=O)OCC\C=C/CCCCC O6-[2-[[2-(3-fluoro-1-bicyclo[1.1.1]pentanyl)acetyl]oxymethyl]-2-(hydroxymethyl)-3-[6-[(Z)-non-3-enoxy]-6-oxo-hexanoyl]oxy-propyl] O1-[(Z)-non-3-enyl] hexanedioate